C(=O)(OC(C)(C)C)NC1=C2NC=NC2=NC=N1 N-Boc-adenine